(R)-2-(1-((2,2-dimethyl-1,3-dioxolan-4-yl)methyl)-6-fluoro-5-nitro-1H-indol-2-yl)-2-methylpropionic acid benzyl ester C(C1=CC=CC=C1)OC(C(C)(C)C=1N(C2=CC(=C(C=C2C1)[N+](=O)[O-])F)C[C@H]1OC(OC1)(C)C)=O